FC=1C=C2C(N(C=3N(C2=CC1)C(NN3)=S)CCCNC(CC3=C(C=CC=C3)C(F)(F)F)=O)=O N-(3-(7-Fluoro-5-oxo-1-thioxo-1,2-dihydro-[1,2,4]triazolo[4,3-a]quinazolin-4(5H)-yl)propyl)-2-(2-(trifluoromethyl)phenyl)acetamide